ClC=1C=C(C=CC1F)N1N=C(C(=C1NC(=O)N[C@@H]1CN(C[C@H]1C1=CC(=C(C=C1)F)F)CCOC)C)C=1C=NN(C1)C 1-(1-(3-chloro-4-fluorophenyl)-1',4-dimethyl-1h,1'h-[3,4'-bipyrazole]-5-yl)-3-((3s,4r)-4-(3,4-difluorophenyl)-1-(2-methoxyethyl)pyrrolidin-3-yl)urea